C(CC)C1=C(C=CC=C1)NC(=O)N 1-(propylphenyl)urea